2-(tert-Butyl) 4-ethyl 5-(2,4-dichlorophenyl)-6-methyl-5,6-dihydro-2H-1,2,6-thiadiazine-2,4-dicarboxylate 1,1-dioxide ClC1=C(C=CC(=C1)Cl)C1C(=CN(S(N1C)(=O)=O)C(=O)OC(C)(C)C)C(=O)OCC